N1=CN=C(C2=C1NC=C2)C=2C=CC(=NC2)C21CNCC(N2)C1 (5-(7H-pyrrolo[2,3-d]pyrimidin-4-yl)pyridin-2-yl)-3,6-diazabicyclo[3.1.1]heptane